C[C@]1(C(NC(N1)=O)=O)C1=CC=C(C=C1)C(=O)N1CCC(CC1)C=1N=NN(N1)C1=CC=C(C=C1)C (R)-5-methyl-5-{4-[4-(2-p-tolyl-2H-tetrazol-5-yl)piperidine-1-carbonyl]phenyl}imidazolidine-2,4-dione